N1CC(C1)C=1C=CC(=NC1)N1CC2(C1)OCCC2 2-[5-(azetidin-3-yl)-2-pyridinyl]-5-oxa-2-azaspiro[3.4]octane